4-Boc-piperazino-2-[4-(trifluoromethyl)phenyl]acetic acid C(=O)(OC(C)(C)C)N1CCN(CC1)C(C(=O)O)C1=CC=C(C=C1)C(F)(F)F